Cl.Cl.N1CCC=CC1 1,2,3,6-tetrahydropyridine bishydrochloride